(2S,5S)-pyrrolidine-2,5-dicarboxylic acid hydrochloride Cl.N1[C@@H](CC[C@H]1C(=O)O)C(=O)O